3,6-bis(1-naphthyl)fluorene C1(=CC=CC2=CC=CC=C12)C=1C=CC=2CC3=CC=C(C=C3C2C1)C1=CC=CC2=CC=CC=C12